ClC1=NC(=CC(=C1)C1NC2(CC2)CN(C1)C(=O)OC(C)(C)C)C1=NC=NC(=C1)C(NC)=O tertbutyl 5-(2-chloro-6-(6-(methylcarbamoyl)pyrimidin-4-yl)pyridin-4-yl)-4,7-diazaspiro[2.5]octane-7-carboxylate